C(CCCCCCCCCC(C)C)CC(C)(C)C isotridecyl-neopentane